1-(2-bromothien-3-yl)ethan-1-one BrC=1SC=CC1C(C)=O